N-(4-bromopyridin-2-yl)-3-[4-(2-methylsulfonylethyl)piperazin-1-yl]acrylamide BrC1=CC(=NC=C1)NC(C=CN1CCN(CC1)CCS(=O)(=O)C)=O